phosphorinane P1CCCCC1